C(#N)C1=CC=C(C=C1)C(C(=O)O)F 2-(4-cyanophenyl)-2-fluoroacetic acid